C1([C@H](O)[C@@H](O)[C@H](O)CO1)S xylosyl thiol